2-(4-(4-Acetyloxycyclohexylmethyl)piperazin-1-yl)-6-(trifluoromethyl)-8-nitro-benzothiopyran-4-one C(C)(=O)OC1CCC(CC1)CN1CCN(CC1)C=1SC2=C(C(C1)=O)C=C(C=C2[N+](=O)[O-])C(F)(F)F